Methyl 1-(4-(difluoromethoxy) benzyl)-5-hydroxy-2-oxo-2,3-dihydro-1H-benzo[b]azepine-4-carboxylate FC(OC1=CC=C(CN2C3=C(C(=C(CC2=O)C(=O)OC)O)C=CC=C3)C=C1)F